CC1=CC=C(C=C1)S(=O)(=O)OCC1(CC(C1)=O)COS(=O)(=O)C1=CC=C(C=C1)C (3-oxocyclobutane-1,1-diyl)bis(methylene) bis(4-methylbenzenesulfonate)